tert-butyl (2R,6S)-4-[8-[(Z)-N'-(8-fluoro-2-methyl-imidazo[1,2-a]pyridin-6-yl)carbamimidoyl]quinoxalin-5-yl]-2,6-dimethyl-piperazine-1-carboxylate FC=1C=2N(C=C(C1)\N=C(/N)\C=1C=CC(=C3N=CC=NC13)N1C[C@H](N([C@H](C1)C)C(=O)OC(C)(C)C)C)C=C(N2)C